2-amino-4-((3-ammoniopropyl)amino)-6-methylpyrimidin-1-ium NC1=[NH+]C(=CC(=N1)NCCC[NH3+])C